2',3-Difucosyllactose C1([C@@H](O)[C@H](O)[C@H](O)[C@@H](O1)C)[C@@]1([C@H](O[C@H]2[C@@]([C@H](C(O)O[C@@H]2CO)O)(O)C2[C@@H](O)[C@H](O)[C@H](O)[C@@H](O2)C)O[C@@H]([C@@H]([C@@H]1O)O)CO)O